C[C@H]1N2N=CC(C3=NNC=4C=CC(OCCCO[C@@H](C1)C)=CC34)=C2 (6R,8R)-6,8-dimethyl-9,13-dioxa-4,5,18,19-tetraazatetracyclo[12.5.2.12,5.017,20]docosa-1(19),2(22),3,14(21),15,17(20)-hexaene